2-(((2S,3R,4R)-1-acetyl-6-fluoro-2,3-dimethyl-1,2,3,4-tetrahydroquinolin-4-yl)amino)-6-methylnicotinamide C(C)(=O)N1[C@H]([C@@H]([C@H](C2=CC(=CC=C12)F)NC1=C(C(=O)N)C=CC(=N1)C)C)C